2-amino-N-(4-chlorophenyl)benzamide NC1=C(C(=O)NC2=CC=C(C=C2)Cl)C=CC=C1